C(C1=CC(OC)=C(O)C(OC)=C1)(=O)OCC ethyl syringate